CC=1C=C(C=NNC2=NC(=NC3=C(C=CC=C23)C2=CC=CC=C2)N2CCOCC2)C=CC1 4-(4-(2-(3-methylbenzylidene)hydrazinyl)-8-phenylquinazolin-2-yl)morpholine